FC(C(=O)O)(F)F.CNCCCC1=CC=C(NC2C(NC(CC2)=O)=O)C=C1 3-[4-[3-(methylamino)propyl]anilino]piperidine-2,6-dione trifluoroacetate